(1R,2R,4S,5R,8S)-2-(hydroxymethyl)-2-(methoxymethyl)-4,5,8-trimethylquinuclidin-3-one OC[C@@]1(N2C[C@@H](C(C1=O)([C@@H](C2)C)C)C)COC